(6aR,8S)-2-chloro-6a-methyl-5,6,6a,7,8,9-hexahydropyrrolo[1',2':4,5]pyrazino[2,3-c]pyridazin-8-ol ClC=1C=C2C(=NN1)NC[C@@]1(N2C[C@H](C1)O)C